[4-[2-[(2S)-morpholin-2-yl]-3H-imidazo[4,5-b]pyridin-7-yl]-1-piperidyl]methanone N1C[C@H](OCC1)C1=NC=2C(=NC=CC2C2CCN(CC2)C=O)N1